(R)-3-(azetidin-1-yl)-N-(2-(2-methoxy-3-methylphenyl)propan-2-yl)-2-methylpropanamide N1(CCC1)C[C@H](C(=O)NC(C)(C)C1=C(C(=CC=C1)C)OC)C